FC1=C(C=CC=C1)OC(OC1=C(C=CC=C1)F)=O Di-(2-Fluorophenyl)-carbonat